C(C)(=O)OCCCOC=1C=C(C=CC1Br)B(O)O.[P].[Y] yttrium phosphorus (3-(3-acetoxypropoxy)-4-bromophenyl)boronic acid